C(C1=CC=CC=C1)N1[C@@H]([C@H]2CC[C@@H](C1)N2C(=O)OC(C)(C)C)C=O tert-Butyl (1R,2S,5S)-3-benzyl-2-formyl-3,8-diazabicyclo[3.2.1]octane-8-carboxylate